di-tert-butoxyphosphoryl-aniline C(C)(C)(C)OP(=O)(OC(C)(C)C)NC1=CC=CC=C1